3-methyldec-4-enal CC(CC=O)C=CCCCCC